bromo-1'-(1-methyl-1H-pyrazol-5-yl)spiro[cyclopentane-1,3'-indoline]-2'-one BrC1=C2C3(C(N(C2=CC=C1)C1=CC=NN1C)=O)CCCC3